2-(2-methoxyphenyl)-1,3-dimethyl-1H-benzimidazole COC1=C(C=CC=C1)C1N(C2=C(N1C)C=CC=C2)C